(E)-1-(3-(3-(4-(trifluoromethyl)phenyl)-1H-pyrazolo[3,4-b]pyridin-1-yl)azetidin-1-yl)but-2-en-1-one FC(C1=CC=C(C=C1)C1=NN(C2=NC=CC=C21)C2CN(C2)C(\C=C\C)=O)(F)F